1-(5-(3-cyano-6-ethoxypyrazolo[1,5-a]pyridin-4-yl)pyridin-2-yl)-4-methyl-N-(pyridin-2-yl)piperidine-4-carboxamide C(#N)C=1C=NN2C1C(=CC(=C2)OCC)C=2C=CC(=NC2)N2CCC(CC2)(C(=O)NC2=NC=CC=C2)C